C(C)(C)(C)OC(=O)N[C@H](C(=O)O)CCC1=CC(=CC=C1)OC (S)-2-((tert-Butoxycarbonyl)amino)-4-(3-methoxyphenyl)butanoic acid